tin germanium sulfide [Ge]=S.[Sn]